FC=1C=CC=2N(C1)C(=CN2)C(C)=O 1-(6-fluoroimidazo[1,2-a]pyridin-3-yl)ethan-1-one